[I-].C(C)[N+](CCC[Si](OCC)(OCC)OCC)(CCCCCCCCCCCCCCCCCCCC)CC diethyleicosyl-[3-(triethoxysilyl)propyl]ammonium iodide